(R)-2-(3-chloro-4H-thieno[3,2-b]pyrrole-5-carbonyl)-N-((S)-4-hydroxy-3-oxo-1-((R)-2-oxopyrrolidin-3-yl)butan-2-yl)-2-azabicyclo[2.2.2]octane-3-carboxamide ClC1=CSC2=C1NC(=C2)C(=O)N2C1CCC([C@@H]2C(=O)N[C@@H](C[C@@H]2C(NCC2)=O)C(CO)=O)CC1